O[C@@H]1[C@H](O)[C@@H](O)[C@H](O)[C@H](O1)C(=O)[O-] α-D-glucuronate